7-bromo-5-fluoroquinazoline-2,4-diol BrC1=CC(=C2C(=NC(=NC2=C1)O)O)F